N-[1,1'-biphenyl]-4-yl[1,1':3,1''-terphenyl]-4-amine C1(=CC=C(C=C1)NC1=C(C=C(C=C1)C1=CC=CC=C1)C1=CC=CC=C1)C1=CC=CC=C1